ClCCCN1CCC(CC1)C1=NOC2=C1C=CC(=C2)F 3-[1-(3-chloro-propyl)-piperidin-4-yl]-6-fluoro-benzo[d]isoxazole